2-(3-(2-(2-aminoethoxy)ethoxy)phenyl)-N-(4-(1-(cyclopropanecarbonyl)indolin-5-yl)-5-methylthiazol-2-yl)acetamide NCCOCCOC=1C=C(C=CC1)CC(=O)NC=1SC(=C(N1)C=1C=C2CCN(C2=CC1)C(=O)C1CC1)C